O1[C@@H](CC1)COC1=NN(C=C1)C(C)=O (S)-1-(3-(oxetan-2-ylmethoxy)-1H-pyrazol-1-yl)ethan-1-one